COC1=C(C=CC=C1)C1=CC=C(C(=C1)[N+](=O)[O-])C methoxy-4'-methyl-5'-nitro[1,1'-biphenyl]